CN1CCN(CC12CCN(C(CC2)=O)CC(=O)OCC)C=2N=CC1=C(N2)CCNC1 ethyl 2-(1-methyl-10-oxo-4-(5,6,7,8-tetrahydropyrido[4,3-d]pyrimidin-2-yl)-1,4,9-triazaspiro[5.6]dodecan-9-yl)acetate